N,N'-bis(2,3-dihydroxypropyl)-5-hydroxyacetamido-2,4,6-triiodoisophthalamide methyl-(3-amino-4-methoxyphenoxy)acetate HCl salt Cl.COC(COC1=CC(=C(C=C1)OC)N)=O.OC(CNC(C1=C(C(C(=O)NCC(CO)O)=C(C(=C1I)NC(CO)=O)I)I)=O)CO